lithium potassium salt [K].[Li]